3-(difluoromethyl)-4-fluorobenzoic acid FC(C=1C=C(C(=O)O)C=CC1F)F